2-(2-(((tert-butyldimethylsilyl)oxy)methyl-d2)-3-fluoropyridin-4-yl)-2-oxoethyl (3S)-7-(6-amino-3-chloro-2-fluorophenyl)-5-oxo-1,2,3,5,8,8a-hexahydroindolizine-3-carboxylate NC1=CC=C(C(=C1C1=CC(N2[C@@H](CCC2C1)C(=O)OCC(=O)C1=C(C(=NC=C1)C([2H])([2H])O[Si](C)(C)C(C)(C)C)F)=O)F)Cl